BrC1=C2C(=C3C=C(N=CC3=C1)Cl)SC(=N2)N 4-bromo-8-chlorothiazolo[5,4-f]isoquinolin-2-amine